4-bromo-N-(5-(5-chloro-1H-pyrazol-1-yl)-1,3,4-thiadiazol-2-yl)-3-methoxy-2-oxo-2H-pyran-6-carboxamide BrC1=C(C(OC(=C1)C(=O)NC=1SC(=NN1)N1N=CC=C1Cl)=O)OC